N,N'-methylenebis(myristamide) CCCCCCCCCCCCCC(=O)NCNC(=O)CCCCCCCCCCCCC